glutathione S-sulfide N[C@H](C(=O)O)CCC(=O)N[C@@H](CS=S)C(=O)NCC(=O)O